P(=O)(OCCCC)(OCCCC)OC1=CC=CC=C1 di(1-butyl) phenyl phosphate